C(#N)C1(CC1)NS(=O)(=O)C=1C=C(C=2N(C1)C(=NC2)C=2SC(=NN2)C(F)(F)F)N2CCN(CC2)C(C(C)(C)OC)=O N-(1-cyanocyclopropyl)-8-(4-(2-methoxy-2-methylpropanoyl)piperazin-1-yl)-3-(5-(trifluoromethyl)-1,3,4-thiadiazol-2-yl)imidazo[1,5-a]pyridine-6-sulfonamide